7-bromo-8-fluoro-3-methyl-5-nitroquinoxalin-2(1H)-one BrC1=CC(=C2N=C(C(NC2=C1F)=O)C)[N+](=O)[O-]